(2S,4R)-4-((2-azidoethoxy)methyl)-4-fluoro-1-((4-(4-fluorophenoxy)benzoyl)glycyl)pyrrolidine-2-carboxylic acid N(=[N+]=[N-])CCOC[C@]1(C[C@H](N(C1)C(CNC(C1=CC=C(C=C1)OC1=CC=C(C=C1)F)=O)=O)C(=O)O)F